3,4-dichloro-6-fluoro-1,2-diazine ClC=1N=NC(=CC1Cl)F